3-(4-(4-(4-((4-(4-chloro-7,7-dimethyl-5-oxo-5,7-dihydroindolo[1,2-a]quinazolin-10-yl)piperazin-1-yl)methyl)-1H-pyrazol-1-yl)piperidin-1-yl)-2,6-difluorophenyl)piperidine-2,6-dione ClC=1C=2C(N=C3N(C2C=CC1)C1=CC(=CC=C1C3(C)C)N3CCN(CC3)CC=3C=NN(C3)C3CCN(CC3)C3=CC(=C(C(=C3)F)C3C(NC(CC3)=O)=O)F)=O